chloro(2-dicyclohexylphosphino-diisopropoxy-biphenyl) ClC=1C(=C(C(=C(C1)C1=CC=CC=C1)P(C1CCCCC1)C1CCCCC1)OC(C)C)OC(C)C